FC(OC1=CC=C(C=C1)C1=CN=C2N1C=CN=C2NC2=CC(=C(C=C2)C(=O)N2CCC1(COC1)C2)C)F [4-[[3-[4-(difluoromethoxy)phenyl]imidazo[1,2-a]pyrazin-8-yl]amino]-2-methylphenyl]-(2-oxa-7-azaspiro[3.4]octan-7-yl)methanone